FC(C(=O)O)(F)F.COCC(=O)N1CC2(C1)CNC2 2-methoxy-1-(2,6-diazaspiro[3.3]heptan-2-yl)ethan-1-one trifluoroacetic acid salt